(S)-3-(3-(3-methoxyphenyl)-5-(3-(trifluoromethyl)phenylsulfonyl)-6a,7,9,10-tetrahydro-5H-pyrazino[1,2-a]pyrido[3,2-e]pyrazin-8(6H)-yl)propionic acid COC=1C=C(C=CC1)C1=CC=2N(C[C@H]3N(C2N=C1)CCN(C3)CCC(=O)O)S(=O)(=O)C3=CC(=CC=C3)C(F)(F)F